(S)-2-(1H-benzo[d]imidazole-2-carboxamido)-N6-ethyl-N1-(1-(2-(2-adamantylamino)-2-oxoethyl)-2-oxo-1,2-dihydropyridin-3-yl)-5-oxohexanediamide N1C(=NC2=C1C=CC=C2)C(=O)N[C@H](C(=O)NC=2C(N(C=CC2)CC(=O)NC2C1CC3CC(CC2C3)C1)=O)CCC(C(=O)NCC)=O